C(C)[C@@H]1C(N2C(N(O1)C(=O)OC(C)C)CN(C([C@@H]2CCSC)=O)C=2C=C(C=CC2)C)=O isopropyl (3R,6S)-3-ethyl-6-(2-(methylthio)ethyl)-4,7-dioxo-8-(m-tolyl)hexahydropyrazino[2,1-c][1,2,4]oxadiazine-1(6H)-carboxylate